CC(C#N)CN(CCC=O)C 2-METHYL-3-[METHYL(3-OXOPROPYL)AMINO]PROPANENITRILE